4-methoxy-5-(methoxymethoxy)benzofuran COC1=C(C=CC2=C1C=CO2)OCOC